4-((2-hydroxyethyl)sulfonamido)-N-(1'-methyl-5'-oxo-2,3-dihydrospiro[indene-1,3'-pyrrolidine]-6-yl)-2-(6-azaspiro[2.5]oct-6-yl)benzamide OCCS(=O)(=O)NC1=CC(=C(C(=O)NC2=CC=C3CCC4(CN(C(C4)=O)C)C3=C2)C=C1)N1CCC2(CC2)CC1